C(N)(=N)C=1C=C(SC1)C(CNC(OC(C)(C)C)=O)NC(=O)[C@H]1N(C[C@@H](C1)OC(F)F)C(CNC(C1=CC=C(C=C1)OC1=CC=CC=C1)=O)=O tert-butyl (2-(4-carbamimidoylthiophen-2-yl)-2-((2S,4R)-4-(difluoromethoxy)-1-((4-phenoxybenzoyl)glycyl)pyrrolidine-2-carboxamido)ethyl)carbamate